3-(4-(tert-butyl)phenyl)-1-(isoquinolin-4-yl)prop-2-yn-1-one C(C)(C)(C)C1=CC=C(C=C1)C#CC(=O)C1=CN=CC2=CC=CC=C12